methoxy-1,2,3,4-tetrahydronaphthalen COC1CCCC2=CC=CC=C12